1-((4-((2,4-difluorobenzyl)oxy)-1-((2-(trimethylsilyl)ethoxy)methyl)-1H-benzo[d]imidazol-2-yl)methyl)-3-nitropyridin-2(1H)-one FC1=C(COC2=CC=CC=3N(C(=NC32)CN3C(C(=CC=C3)[N+](=O)[O-])=O)COCC[Si](C)(C)C)C=CC(=C1)F